FC(C1(CC1)CN1N=CC=2C1=NC(=CC2)NC(C2=CC=CC=C2)=O)(F)F N-(1-((1-(trifluoromethyl)cyclopropyl)methyl)-1H-pyrazolo[3,4-b]pyridin-6-yl)benzamide